6-[5-[(1S)-1-[[6-iodo-8-(trifluoromethyl)quinazolin-4-yl]-methyl-amino]ethyl]-1,2,4-triazol-1-yl]pyridine-3-carbonitrile IC=1C=C2C(=NC=NC2=C(C1)C(F)(F)F)N([C@@H](C)C1=NC=NN1C1=CC=C(C=N1)C#N)C